FC1=C(C=CC=C1)[C@@H]1CCC=2N1N=C(N2)C(=O)N[C@@H]2C(N(C=1N(CC2)N=CC1)C)=O (5S)-5-(2-fluorophenyl)-N-[(6S)-4-methyl-5-oxo-7,8-dihydro-6H-pyrazolo[1,5-a][1,3]diazepin-6-yl]-6,7-dihydro-5H-pyrrolo[1,2-b][1,2,4]triazole-2-carboxamide